2-[2-[2-(4-benzyloxy-6-chloro-pyrazolo[3,4-d]pyrimidin-1-yl)-5-fluoro-phenoxy]ethoxy]ethanol C(C1=CC=CC=C1)OC1=C2C(=NC(=N1)Cl)N(N=C2)C2=C(OCCOCCO)C=C(C=C2)F